FC(=C)Cl 1-monofluorovinyl chloride